p-toluenesulfonic acid zinc [Zn].CC1=CC=C(C=C1)S(=O)(=O)O